Thioxanthenon C1=CC=CC=2SC3=CC=CC=C3C(C12)=O